1-(bromomethyl)-2-(propan-2-yloxy)benzene BrCC1=C(C=CC=C1)OC(C)C